benzothiophen-2-yl boronate B(OC=1SC2=C(C1)C=CC=C2)[O-]